C(C)(C)(C)OCC(C(NC1=NC=CC(=C1)CN1C(N[C@@H](C1)C(F)(F)F)=O)=O)NC(=O)C1=NON=C1C1CC1 N-(3-(Tert-butoxy)-1-oxo-1-((4-(((S)-2-oxo-4-(trifluoromethyl)imidazolidin-1-yl)methyl)pyridin-2-yl)amino)propan-2-yl)-4-cyclopropyl-1,2,5-oxadiazole-3-carboxamide